N1CCC2(CC1)[C@@H](CC1=CC=CC=C12)N[S@](=O)C(C)(C)C (R)-N-((R)-2,3-dihydrospiro[indene-1,4'-piperidine]-2-yl)-2-methylpropane-2-sulfinamide